P(=O)(OCCOCC)([O-])[O-] 3-oxapentyl phosphate